(5-chloro-2-methoxy-phenyl)methanamine ClC=1C=CC(=C(C1)CN)OC